1-(4-methoxybenzyl)-2-oxopyrrolidine-3-carbohydrazide COC1=CC=C(CN2C(C(CC2)C(=O)NN)=O)C=C1